NC1=NC(=CC(=N1)NC1=C(C=CC=C1)F)NC 2-amino-4-(2-fluoroanilino)-6-methylaminopyrimidine